C1(CC1)C1=NC(=NO1)CN1C(=NC2=C1C=C(C(=C2)F)F)N2C[C@H]([C@@H](CC2)F)N (3r,4r)-1-(1-((5-cyclopropyl-1,2,4-oxadiazol-3-yl)methyl)-5,6-difluoro-1H-benzo[d]imidazol-2-yl)-4-fluoropiperidin-3-amine